phenyldiethylgermanium chloride C1(=CC=CC=C1)[Ge](CC)(CC)Cl